4-carboxy-4'-hydroxybiphenyl C(=O)(O)C1=CC=C(C=C1)C1=CC=C(C=C1)O